CC=1C=CC(=C(N)C1)N1N=C2C(=N1)C=CC(=C2)C 5-methyl-2-(5-methyl-2H-benzo[d][1,2,3]triazol-2-yl)aniline